propyl ((4-nitrophenoxy)(phenoxy)phosphoryl)-L-alaninate [N+](=O)([O-])C1=CC=C(OP(=O)(OC2=CC=CC=C2)N[C@@H](C)C(=O)OCCC)C=C1